ClC=1N=C(C(=NC1)C1=CC=CC=C1)C1=CC=CC=C1 chloro-2,3-diphenylpyrazine